O=C1NC(CC[C@@H]1C=1C=CC(=NC1)N1CCC(CC1)(C=O)F)=O (R)-1-(5-(2,6-dioxopiperidin-3-yl)pyridin-2-yl)-4-fluoropiperidine-4-carbaldehyde